ClC1=NC(=NC=C1C(=O)N)SC 4-chloro-2-(methylthio)pyrimidine-5-carboxamide